CC(C[Al](CC(C(CC)C)C)CC(C(CC)C)C)C(CC)C tris(2,3-dimethyl-pentyl)aluminum